FC(C(C(C(S(=O)(=O)[O-])(F)F)(F)F)(F)F)(F)F.COC(C1=CC=C(OC2=CC=C(C=C2)[S+](C2=CC=CC=C2)C2=CC=CC=C2)C=C1)(C1=CC2=CC=C(C=C2C=C1)OC)OC {4-{4-[dimethoxy-(6-methoxynaphthalen-2-yl)methyl]phenoxy}phenyl}diphenylsulfonium nonafluorobutanesulfonate